(S)-1'-(6-amino-5-((2-amino-3-chloropyridin-4-yl)thio)-3-methylpyrazin-2-yl)-1,3-dihydrospiro[indene-2,4'-piperidine]-1-amine NC1=C(N=C(C(=N1)N1CCC2(CC1)[C@@H](C1=CC=CC=C1C2)N)C)SC2=C(C(=NC=C2)N)Cl